The molecule is a 3-oxo-fatty acyl-CoA(4-) arising from deprotonation of the phosphate and diphosphate functions of (16Z,19Z,22Z,25Z,28Z,31Z)-3-oxotetratriacontahexanoic acid. It is a 3-oxo-fatty acyl-CoA(4-), an 11,12-saturated fatty acyl-CoA(4-) and an ultra-long-chain 3-oxoacyl-CoA(4-). It is a conjugate base of a (16Z,19Z,22Z,25Z,28Z,31Z)-3-oxotetratriacontahexaenoyl-CoA. CC/C=C\\C/C=C\\C/C=C\\C/C=C\\C/C=C\\C/C=C\\CCCCCCCCCCCCC(=O)CC(=O)SCCNC(=O)CCNC(=O)[C@@H](C(C)(C)COP(=O)([O-])OP(=O)([O-])OC[C@@H]1[C@H]([C@H]([C@@H](O1)N2C=NC3=C(N=CN=C32)N)O)OP(=O)([O-])[O-])O